(3R)-3-[4-[4-(3-cyano-4-methoxy-pyrazolo[1,5-a]pyridin-6-yl)-5-methyl-pyrazol-1-yl]-1-piperidinyl]pyrrolidine-1-carboxylic acid tert-butyl ester C(C)(C)(C)OC(=O)N1C[C@@H](CC1)N1CCC(CC1)N1N=CC(=C1C)C=1C=C(C=2N(C1)N=CC2C#N)OC